M-fluoro-4-(trifluoromethoxy)aniline tert-butyl-4-((3-(2-methyl-2H-indazol-5-yl)-4-oxo-3,4-dihydroquinazolin-7-yl)amino)piperidine-1-carboxylate C(C)(C)(C)OC(=O)N1CCC(CC1)NC1=CC=C2C(N(C=NC2=C1)C1=CC2=CN(N=C2C=C1)C)=O.FC=1C=C(N)C=CC1OC(F)(F)F